(4-FLUORO-3-FORMYL-PHENYL)-CARBAMIC ACID TERT-BUTYL ESTER C(C)(C)(C)OC(NC1=CC(=C(C=C1)F)C=O)=O